ClC=1C(=NC(=NC1)N[C@@H]1COCC[C@H]1O)C1=CC2=C(N=C3N2CCCN3C)C(=C1)F (3R,4R)-3-((5-chloro-4-(9-fluoro-1-methyl-1,2,3,4-tetrahydrobenzo[4,5]imidazo[1,2-a]pyrimidin-7-yl)pyrimidin-2-yl)amino)tetrahydro-2H-pyran-4-ol